[Cl-].C[NH+](CC1=CC=CC2=CC=CC=C12)C Dimethyl-1-naphthylmethylammonium chloride